7-bromo-N,2-dimethyl-1,2,3,4-tetrahydroisoquinoline-5-amine BrC=1C=C(C=2CCN(CC2C1)C)NC